C1N(CCC2=CC=CC=C12)CC(CNC(=O)C1=CC=C2CCN(CC2=C1)C(C1=CC=C(C=C1)N(C)C)=O)O N-(3-(3,4-dihydroisoquinolin-2(1H)-yl)-2-hydroxypropyl)-2-(4-(dimethylamino)benzoyl)-1,2,3,4-tetrahydroisoquinoline-7-carboxamide